trinaphthalene phosphate P(=O)(O)(O)O.C1=CC=CC2=CC=CC=C12.C1=CC=CC2=CC=CC=C12.C1=CC=CC2=CC=CC=C12